2-(4-acetylphenyl)-10-(isopropylamino)-7,7-dimethyl-5,12b-dihydro-1H,7H-chromeno[4,3-c][1,2,4]triazolo[1,2-a]Pyridazine C(C)(=O)C1=CC=C(C=C1)N1CN2N(CC=C3C2C=2C=CC(=CC2OC3(C)C)NC(C)C)C1